5-(4-fluoro-2-nitro-phenyl)-1-methyl-pyrazole FC1=CC(=C(C=C1)C1=CC=NN1C)[N+](=O)[O-]